Cl.N1[C@@H](CCC1)CC(=O)OCC1=CC(=NC(=C1)Cl)Cl (2,6-Dichloropyridin-4-yl)methyl (S)-2-(pyrrolidin-2-yl)acetate hydrochloride